NC1=C(C=C(C=C1)S(=O)(=O)NCCOCCOCCOCCOCCNC(OCCCC)=O)C Butyl (14-((4-amino-3-methylphenyl)sulfonamido)-3,6,9,12-tetraoxatetradecyl)carbamate